CNC[C@H]1CN(CCO1)C(=O)OCC1=CC=CC=C1 benzyl (2S)-2-(methylaminomethyl)morpholine-4-carboxylate